N1=CC(=CC=C1)C(=O)N1CCC(CC1)CCCCNC(=O)C1=CC=2C=NC=CC2N1 N-(4-{1-[(pyridin-3-yl)carbonyl]piperidin-4-yl}butyl)-1H-pyrrolo[3,2-c]pyridine-2-carboxamide